tert-butyl (S)-(1-(5-amino-3-bromo-6-(phenylethynyl)pyridin-2-yl)-2-(3,5-difluorophenyl)ethyl)carbamate NC=1C=C(C(=NC1C#CC1=CC=CC=C1)[C@H](CC1=CC(=CC(=C1)F)F)NC(OC(C)(C)C)=O)Br